2-Benzyl-4-(4-chlorophenyl)imidazole C(C1=CC=CC=C1)C=1NC=C(N1)C1=CC=C(C=C1)Cl